racemic-2-(1-(6-chloropyrimidin-4-yl)-4-methylpyrrolidin-3-yl)propan-2-ol ClC1=CC(=NC=N1)N1CC(C(C1)C)C(C)(C)O